8-(trifluoromethyl)-3,4-dihydro-2H-benzo[b][1,4]oxazine FC(C1=CC=CC2=C1OCCN2)(F)F